ClC1=CC=C(C=C1)C(CC(=O)C1=CC=CC=C1)=O 1-(4-Chlorophenyl)-3-phenyl-1,3-propanedione